[C@H]1([C@@H](O)[C@@H](O)[C@H](O)[C@H](O1)CO)OCCNC(CN([C@@H](CCCCNC(OCC1=CC=CC=C1)=O)C(=O)NCCO[C@@H]1[C@@H](O)[C@@H](O)[C@H](O)[C@H](O1)CO)CC(NCCO[C@@H]1[C@@H](O)[C@@H](O)[C@H](O)[C@H](O1)CO)=O)=O benzyl (S)-[5-{bis[2-({2-[(α-D-mannopyranosyl)oxy]ethyl}amino)-2-oxoethyl]amino}-6-({2-[(α-D-mannopyranosyl)oxy]ethyl}amino)-6-oxohexyl]carbamate